C12(CC3CC(CC(C1)C3)C2)CC(=O)NN2C(C3=CC=CC=C3C(=N2)C2=CC=C(C=C2)C(C)C)=O 2-(adamantan-1-yl)-N-[4-(4-isopropylphenyl)-1-oxophthalazin-2(1H)-yl]acetamide